C(C)(C)C=1C(OC2=CC(=CC=C2C1C)OCCOC=1C(=[N+](ON1)[O-])S(=O)(=O)C1=CC=CC=C1)=O (2-(3-isopropyl-4-methyl-2-oxo-2H-chromen-7-yloxy)ethoxy)-3-(benzenesulfonyl)-1,2,5-oxadiazol-2-oxide